O=C1NC(CCC1C=1C=CC(=NC1)N1CC2(C1)CC(C2)CC(=O)O)=O 2-[2-[5-(2,6-dioxo-3-piperidyl)-2-pyridyl]-2-azaspiro[3.3]hept-6-yl]acetic acid